4-(tert-butoxycarbonyloxy)phenylboronic acid pinacol ester C(C)(C)(C)OC(=O)OC1=CC=C(C=C1)B1OC(C)(C)C(C)(C)O1